(2S,3R)-p-methylsulfonylphenyl-serine ethyl ester C(C)OC([C@@H](NC1=CC=C(C=C1)S(=O)(=O)C)CO)=O